C(C1=CC=CC=C1)OC=1C(=C(C=C(C1F)C(F)(F)F)C1(CN=C(C=C1N)Br)N)F 3-(3-(benzyloxy)-2,4-difluoro-5-(trifluoromethyl)phenyl)-6-bromopyridine-3,4-diamine